C1(CC1)C=1C=C2C=C(NC2=CC1OCC1=NOC=C1)CNC(=O)N1CCCC1 N-((5-cyclopropyl-6-(isoxazol-3-ylmethoxy)-1H-indol-2-yl)methyl)pyrrolidine-1-carboxamide